2-(1-(4-amino-3-(benzo[d][1,3]dioxol-5-yl)-1H-pyrazolo[3,4-d]pyrimidin-1-yl)propyl)-3-cyclopropyl-5-fluoroquinazolin-4(3H)-one NC1=C2C(=NC=N1)N(N=C2C2=CC1=C(OCO1)C=C2)C(CC)C2=NC1=CC=CC(=C1C(N2C2CC2)=O)F